isoprenyl-3-methylbutadiene C(=CC(C)=C)C=CC(=C)C